ClC=1C=C(C=CC1OC(F)(F)F)B(O)O 3-CHLORO-4-(TRIFLUOROMETHOXY)PHENYLBORONIC ACID